OC(C=O)CCCC 2-hydroxyhexan-1-one